N-[4-(1-cyclopropyl-1H-pyrazol-4-yl)-3-{[(dimethylamino)methylidene]sulfamoyl}phenyl]-2-(2-fluorophenyl)acetamide C1(CC1)N1N=CC(=C1)C1=C(C=C(C=C1)NC(CC1=C(C=CC=C1)F)=O)S(N=CN(C)C)(=O)=O